BrC=1C(=NC=C(C1C(C)O)Br)OC (3,5-dibromo-2-methoxy-4-pyridinyl)ethanol